Cl.O=C1NC2=CC=CC=C2C(=C1)N1CCC(CC1)NS(=O)(=O)N N-(1-(2-oxo-1,2-dihydroquinolin-4-yl)piperidin-4-yl)sulfamide hydrochloride